NC1=NC=CC(=C1Cl)SC=1C=CC=2C(=NC=C(N2)N2CCC3(CC2)[C@H](C2=CC(=CC=C2C3)C)N)N1 (R)-1'-(6-((2-amino-3-chloropyridin-4-yl)thio)pyrido[2,3-b]pyrazin-2-yl)-6-methyl-1,3-dihydrospiro[indene-2,4'-piperidin]-1-amine